C1N(CCC12NCCCC2)C2=C1C(=NC=C2)NC=C1C1=NSC=N1 3-[4-(2,6-diazaspiro[4.5]decan-2-yl)-1H-pyrrolo[2,3-b]pyridin-3-yl]-1,2,4-thiadiazole